CC1=C(C#N)C=CC=C1B1OC(C(O1)(C)C)(C)C 2-methyl-3-(tetramethyl-1,3,2-dioxaborolan-2-yl)benzonitrile